2-oxo-N-[(1s,4s)-4-{[6-chloro-2-(trifluoromethyl)quinolin-4-yl]amino}cyclohexyl]-2H-chromene-6-carboxamide O=C1OC2=CC=C(C=C2C=C1)C(=O)NC1CCC(CC1)NC1=CC(=NC2=CC=C(C=C12)Cl)C(F)(F)F